ClC=1C(=C(C=CC1)NC1=C2C(=NC(=C1)NC1=NC(=NC(=C1)C)C)NN(C2=O)C)OC 4-((3-chloro-2-methoxyphenyl)amino)-6-((2,6-dimethylpyrimidin-4-yl)amino)-2-methyl-1,2-dihydro-3H-pyrazolo[3,4-b]pyridin-3-one